4-bromo-5-hydroxy-2-methyl-benzaldehyde BrC1=CC(=C(C=O)C=C1O)C